ethyl 5-(4-methylpiperazin-1-yl)benzo[b]thiophene-2-carboxylate CN1CCN(CC1)C1=CC2=C(SC(=C2)C(=O)OCC)C=C1